N-[4-fluoro-2-(2,2,2-trifluoroethoxy)phenyl]-2-oxo-N-[5-(trifluoromethyl)-1,2-oxazol-3-yl]-1,2-dihydropyridine-3-carboxamide FC1=CC(=C(C=C1)N(C(=O)C=1C(NC=CC1)=O)C1=NOC(=C1)C(F)(F)F)OCC(F)(F)F